NCC(CCS(=O)(=O)CCO)(F)F 2-((4-amino-3,3-difluorobutyl)sulfonyl)ethan-1-ol